3-trifluoromethyl-5-(2,4,4-trimethylpentan-2-yl)biphenyl-2-ol FC(C1=C(C(=CC(=C1)C(C)(CC(C)(C)C)C)C1=CC=CC=C1)O)(F)F